2-(3-fluorophenyl)-N-trans-2-hydroxycyclohexyl-6-(4-methoxyphenyl)-3-oxo-2,3-dihydropyridazine-4-carboxamide FC=1C=C(C=CC1)C1(C(CCCC1)N1N=C(C=C(C1=O)C(=O)N)C1=CC=C(C=C1)OC)O